N1CC(C1)CN1CCN(CC1)C=1C(=CC2=C(C(C=3NC4=CC(=CC=C4C3C2=O)C#N)(C)C)C1)C 8-(4-(azetidin-3-ylmethyl)piperazin-1-yl)-6,6,9-trimethyl-11-oxo-6,11-dihydro-5H-benzo[b]carbazole-3-carbonitrile